((3S,5R)-1-(5-chloro-4-((7-(2-chloroethoxy)-1-methyl-2-oxo-2,3-dihydro-1H-benzo[d]imidazol-5-yl)amino)pyrimidin-2-yl)-5-methylpiperidin-3-yl)carbamic acid tert-butyl ester C(C)(C)(C)OC(N[C@@H]1CN(C[C@@H](C1)C)C1=NC=C(C(=N1)NC1=CC2=C(N(C(N2)=O)C)C(=C1)OCCCl)Cl)=O